7-(4-bromo-3-chloro-benzoyl)-2-(4-methoxyphenyl)-3-oxo-N-(pyrimidin-2-ylmethyl)-6,8-dihydro-5H-imidazo[1,5-a]pyrazine-1-carboxamide BrC1=C(C=C(C(=O)N2CC=3N(CC2)C(N(C3C(=O)NCC3=NC=CC=N3)C3=CC=C(C=C3)OC)=O)C=C1)Cl